tert-Butyl (2-(5-(6-amino-3-chloro-2-fluorophenyl)pyridin-2-yl)-2-(4-(2-(trifluoromethyl)pyridin-4-yl)-1H-pyrazol-1-yl)ethyl)carbamate NC1=CC=C(C(=C1C=1C=CC(=NC1)C(CNC(OC(C)(C)C)=O)N1N=CC(=C1)C1=CC(=NC=C1)C(F)(F)F)F)Cl